Methyl (S)-2-amino-4-(3-((tert-butoxycarbonyl) amino) piperidin-1-yl)-5-fluorobenzoate NC1=C(C(=O)OC)C=C(C(=C1)N1C[C@H](CCC1)NC(=O)OC(C)(C)C)F